(1R,2S,5S)-6,6-dimethyl-3-(1-phenylcyclopropanecarbonyl)-3-azabicyclo[3.1.0]hexane-2-carboxylic acid CC1([C@H]2CN([C@@H]([C@@H]12)C(=O)O)C(=O)C1(CC1)C1=CC=CC=C1)C